2-amino-7-butyl-6-chloro-9-((2r,3s,4r,5r)-4-fluoro-3-hydroxy-5-((S)-1-hydroxypropyl)tetrahydrofuran-2-yl)-7,9-dihydro-8H-purin-8-one NC1=NC(=C2N(C(N(C2=N1)[C@@H]1O[C@@H]([C@@H]([C@H]1O)F)[C@H](CC)O)=O)CCCC)Cl